BrC1=C(C(=CC(=C1)C(C)(C)OC)F)OC 1-bromo-3-fluoro-2-methoxy-5-(2-methoxypropan-2-yl)benzene